CN1N=NC2=C1C=CC(=C2C)[C@H](CC(=O)OC(C)(C)C)C=2C=C1CCCC1=C(C2)CO tert-butyl (3R)-3-(1,4-dimethyl-1H-benzotriazol-5-yl)-3-[7-(hydroxymethyl)-2,3-dihydro-1H-inden-5-yl]propanoate